N-(3-(6-chloropyridin-3-yl)-5-(trifluoromethyl)pyrazolo[1,5-a]pyridin-2-yl)-3-hydroxy-3-methylbutanamide ClC1=CC=C(C=N1)C=1C(=NN2C1C=C(C=C2)C(F)(F)F)NC(CC(C)(C)O)=O